4-(1-(2,4-dimethyl-5-(6-methyl-4,5,6,7-tetrahydro-3H-imidazo[4,5-c]pyridin-2-yl)benzoyl)piperidin-4-yl)benzonitrile 2,2,2-trifluoroacetate FC(C(=O)O)(F)F.CC1=C(C(=O)N2CCC(CC2)C2=CC=C(C#N)C=C2)C=C(C(=C1)C)C1=NC2=C(CNC(C2)C)N1